ClC1=NC(=C2N(C=NC2=N1)C(CCCCC)=O)Cl 1-(2,6-dichloro-7H-purin-7-yl)hexan-1-one